C(C)C=1C=CC=C2C(=NN(C12)C=1C=CC(=NC1)N1CC2C(C2C1)C(=O)O)C=1C2=CN(N=C2C=CC1)C 3-(5-{7-ethyl-2'-methyl-1H,2'H-[3,4'-biindazol]-1-yl}pyridin-2-yl)-3-azabicyclo[3.1.0]hexane-6-carboxylic acid